(7R,8aS)-7-(2,3-dichloro-6-hydroxyphenyl)-2-(1,3-dihydroxypropan-2-yl)-hexahydropyrrolo[1,2-a]pyrazin-4-one ClC1=C(C(=CC=C1Cl)O)[C@H]1C[C@@H]2N(C(CN(C2)C(CO)CO)=O)C1